C(C)(C)C=1C(=NNC1C=1C=C(C=2N(C1)N=CN2)C)C=2N=CC1=C(N2)CCN(C1)C 2-(4-isopropyl-5-(8-methyl-[1,2,4]triazolo[1,5-a]pyridin-6-yl)-1H-pyrazol-3-yl)-6-methyl-5,6,7,8-tetrahydropyrido[4,3-d]pyrimidine